C(C)C=1N(C2=C(C(=C(C=C2C(C1)=O)F)N1CC(NCC1)C)F)CC ethyl-1-ethyl-6,8-difluoro-7-(3-methylpiperazin-1-yl)-quinolin-4(1H)-one